OC1[C@]2(C)[C@@H](CC1)[C@@H]1CCC3=CC(C=C[C@]3(C)[C@H]1CC2)=O 17-hydroxyandrosta-1,4-dien-3-one